N1N=C(C=C1)C1CN(CCN1CC1=CC=C(C=C1)C(F)(F)F)C(=O)C=1C=CC2=C(NC(CO2)=O)C1 6-[3-(1H-pyrazol-3-yl)-4-[[4-(trifluoromethyl)phenyl]methyl]piperazine-1-carbonyl]-4H-1,4-benzoxazin-3-one